3,5-dichloroisonicotinic acid ClC1=C(C(=O)O)C(=CN=C1)Cl